(2,6-dimethylheptyl)-2-cyclopentenone CC(CC=1C(CCC1)=O)CCCC(C)C